6-DIAZO-5-OXO-L-NORLEUCIN [N+](=[N-])=CC(CC[C@H](N)C(=O)O)=O